CC1=C(C(=CC(=C1)C)C)NCC(O)C1=NNC(O1)=O 5-[2-(2,4,6-Trimethylphenylamino)-1-hydroxyethyl]-1,3,4-oxadiazol-2(3H)-one